1-(4-Hydroxyphenyl)-3-[4-(morpholin-4-yl)phenyl]prop-2-en-1-one OC1=CC=C(C=C1)C(C=CC1=CC=C(C=C1)N1CCOCC1)=O